2-{3-(6-(1,1'-biphenyl-3-yl)-dibenzothiophen-4-yl)phenyl}-4,6-diphenyl-1,3,5-triazine C1(=CC(=CC=C1)C1=CC=CC=2C3=C(SC21)C(=CC=C3)C=3C=C(C=CC3)C3=NC(=NC(=N3)C3=CC=CC=C3)C3=CC=CC=C3)C3=CC=CC=C3